(S)-benzyl 4-(1-(2,6-bis(benzyloxy)pyridin-3-yl)-2-oxo-1,2-dihydrobenzo[cd]indol-5-yl)azepane-1-carboxylate C(C1=CC=CC=C1)OC1=NC(=CC=C1N1C(C2=C3C(C=CC=C13)=C(C=C2)[C@@H]2CCN(CCC2)C(=O)OCC2=CC=CC=C2)=O)OCC2=CC=CC=C2